allyl-(methallyl) chloride C(C=C)C(C(C)=C)Cl